BrC(C)C=1C=NC(=NC1)C 5-(1-bromoethyl)-2-methylpyrimidine